CC1=NNC2=NC=C(C=C21)CN2CC1=C(CC2)C(=CS1)C(=O)NC1=CC(=CC(=C1)C(F)(F)F)OCCN1CCCC1 6-[(3-methyl-1H-pyrazolo[3,4-b]pyridin-5-yl)methyl]-N-[3-(2-pyrrolidin-1-ylethoxy)-5-(trifluoromethyl)phenyl]-5,7-dihydro-4H-thieno[2,3-c]pyridine-3-carboxamide